FC(C=1C=C(OC=2C=NC3=CC=CC=C3C2C(=O)N)C=CC1)(F)F 3-[3-(trifluoromethyl)phenoxy]quinoline-4-carboxamide